3-[3-(3-bromophenyl)-oxetan-3-yl]-4-methyl-1,2,4-triazole BrC=1C=C(C=CC1)C1(COC1)C1=NN=CN1C